((2-fluoro-4-(trifluoromethyl)phenyl)amino)-2-(2-hydroxyethoxy)-7-methyl-3,4-dihydro-2,7-naphthyridine-1,6(2H,7H)-dione FC1=C(C=CC(=C1)C(F)(F)F)NC1N(C(C2=CN(C(C=C2C1)=O)C)=O)OCCO